5-((dimethylamino)methylene)-2-methyl-2-(1-((2-(trimethylsilyl)ethoxy)methyl)-1H-pyrazol-4-yl)cyclopentane-1-one cesium n-propoxide [O-]CCC.[Cs+].CN(C)C=C1CCC(C1=O)(C=1C=NN(C1)COCC[Si](C)(C)C)C